The molecule is a pentacyclic triterpenoid with formula C30H48O4, originally isolated from Akebia quinata and Stauntonia hexaphylla. It has a role as a plant metabolite. It is a pentacyclic triterpenoid, a hydroxy monocarboxylic acid and a diol. It derives from a hydride of an oleanane. C[C@]1(CC[C@@]2(CC[C@@]3(C(=CC[C@H]4[C@]3(CC[C@@H]5[C@@]4(CC[C@@H](C5(C)C)O)C)C)[C@@H]2C1)C)C(=O)O)CO